C[C@@H]1CN(CCC1)CC=1NC=2C(N(C=C(C2C1)C1CC1)C1=NC(=CC(=C1)C1=C(C=C(C#N)C=C1)C=1N(C=C(N1)C(F)(F)F)C)C1CC1)=O 4-[2-(2-{[(S)-3-methyl-1-piperidyl]methyl}-4-cyclopropyl-7-oxo-1,6-dihydro-1,6-diaza-6-indenyl)-6-cyclopropyl-4-pyridyl]-3-[1-methyl-4-(trifluoromethyl)-2-imidazolyl]benzonitrile